diethyl-hexylbutyramide tert-butyl-4-(6-(1-(3-morpholinopropyl)-1H-imidazol-4-yl)pyrazolo[1,5-a]pyridin-3-yl)piperazine-1-carboxylate C(C)(C)(C)OC(=O)N1CCN(CC1)C=1C=NN2C1C=CC(=C2)C=2N=CN(C2)CCCN2CCOCC2.C(C)C(C(C(=O)N)CCCCCC)(C)CC